ethyl 2-[(2-{2-[3-(1-acetylpiperidin-4-yl)-5'-fluoro-1'-methyl-[4,6'-biindazol]-1-yl]acetamido}ethyl)amino]acetate C(C)(=O)N1CCC(CC1)C1=NN(C=2C=CC=C(C12)C1=C(C=C2C=NN(C2=C1)C)F)CC(=O)NCCNCC(=O)OCC